ClC=1C(=C2C=NNC2=CC1)CC(=O)N1[C@H](C2=CC=CC(=C2CC1)C(C(F)F)(C)O)C 2-(5-chloro-1H-indazol-4-yl)-1-[(1S)-5-[2,2-difluoro-1-hydroxy-1-methyl-ethyl]-1-methyl-3,4-dihydro-1H-isoquinolin-2-yl]Ethanone